butane-1,4-diylbis(oxy)bis(ethane-1,1-diyl) diacrylate C(C=C)(=O)OC(C)OCCCCOC(C)OC(C=C)=O